(4bR,5aS)-5,5-dimethyl-4-(5-methyl-1H-indazol-4-yl)-2-(2-(2-propenoyl)-2,6-diazaspiro[3.4]octan-6-yl)-4b,5,5a,6-tetrahydrocyclopropa[3,4]cyclopenta[1,2-b]pyridine CC1([C@H]2[C@@H]1CC1=NC(=CC(=C12)C1=C2C=NNC2=CC=C1C)N1CC2(CN(C2)C(C=C)=O)CC1)C